1,2,3,4-tetrahydropyrimidinone N1C(NCC=C1)=O